2-(4-dimethylaminophenyl)-2-phenyl-5-methoxycarbonyl-6-hydroxy-2H-naphtho[1,2-b]pyran CN(C1=CC=C(C=C1)C1(C=CC2=C(O1)C1=CC=CC=C1C(=C2C(=O)OC)O)C2=CC=CC=C2)C